2-(3-(3-cyclopropyl-1,2,4-thiadiazol-5-yl)-7-(2,4-dimethoxybenzyl)-5,6,7,8-tetrahydro-[1,2,4]triazolo[4,3-a]pyrazin-8-yl)-N,N-dimethylacetamide C1(CC1)C1=NSC(=N1)C1=NN=C2N1CCN(C2CC(=O)N(C)C)CC2=C(C=C(C=C2)OC)OC